Cl.FC12CC(C1)(C2)N 3-fluorobicyclo[1.1.1]pentane-1-amine hydrochloride